NCC=1NC=C(N1)C(=O)O 2-AMINOMETHYL-1H-IMIDAZOLE-4-CARBOXYLIC ACID